ClC=1C(NC(NC1)=O)=O 5-chloro-uracil